C(C)(C)[S@](=O)CC1=C(NC=CC=C1)C (2R,3S)-3-(((R)-isopropylsulfinyl)methyl)-2-methylazepine